C(C)N(CC)C(C[SiH2]C1=CC=C(C=C1)C(=C)C1=CC=CC=C1)N(CC)CC 1-{4-[bis(diethylamino)ethylsilyl]phenyl}-1-phenylethylene